ClC1=C(C=C(C=C1)C([C@@H](CO)O)=O)CC1=CC=C(C=C1)O[C@H]1COCC1 (R)-1-(4-chloro-3-(4-(((R)-tetrahydrofurane-3-yl)oxy)benzyl)phenyl)-2,3-dihydroxypropan-1-one